12-(((9Z,12Z,15Z)-octadeca-9,12,15-trienoyl)oxy)-dodecanoic acid C(CCCCCCC\C=C/C\C=C/C\C=C/CC)(=O)OCCCCCCCCCCCC(=O)O